dihydroxysuberic acid OC(C(=O)O)(CCCCCC(=O)O)O